(Z)-Ethyl (3-(pyridin-2-yl)thiazol-2(3H)-ylidene)carbamate N1=C(C=CC=C1)N1/C(/SC=C1)=N/C(OCC)=O